C(C1=CC=CC=C1)OC([C@H](CCC(N1CCCC1)=O)NC(=O)OCC1=CC=CC=C1)=O (S)-2-(((benzyloxy)carbonyl)amino)-5-oxo-5-(pyrrolidin-1-yl)pentanoic acid benzyl ester